Magnesium-chromium [Cr].[Mg]